15-[3-methyl-1-(1-methyl-2,6-dioxopiperidin-3-yl)-2-oxo-2,3-dihydro-1H-1,3-benzodiazol-5-yl]-3,6,9,12-tetraoxapentadecan-al CN1C(N(C2=C1C=C(C=C2)CCCOCCOCCOCCOCC=O)C2C(N(C(CC2)=O)C)=O)=O